(3-methylthietan-3-ylamino)-but-2-enamide CC1(CSC1)NC(C(=O)N)=CC